NC=1C=C(C=2N3CCOC[C@H]3CCCCCC(C3=NN=C(C1N2)O3)(O)C(F)(F)F)C(F)(F)F (12R)-21-amino-6,19-bis(trifluoromethyl)-14,23-dioxa-3,4,17,22-tetraazatetracyclo[16.3.1.12,5.012,17]tricosa-1(21),2,4,18(22),19-pentaen-6-ol